C(#N)C(C)C(C#N)=C alpha-cyanoethyl-acrylonitrile